C1(CC1)C=1NC(=NN1)C1CC2(CN(C2)C(=O)N2CC(C2)C2=CC=C(C=C2)N2C(C[C@H](CC2)C(F)(F)F)=O)C1 (4S)-1-[4-[1-[6-(5-Cyclopropyl-4H-1,2,4-triazol-3-yl)-2-azaspiro[3.3]heptane-2-carbonyl]azetidin-3-yl]phenyl]-4-(trifluoromethyl)piperidin-2-one